Cl.Cl.C(C=C)OC(=O)NC[C@H](CN(C[C@@H](CNC(OCC=C)=O)O)C[C@@H](CN)O)O allyl N-[(2R)-3-[[(2R)-3-(allyloxycarbonylamino)-2-hydroxypropyl]-[(2R)-3-amino-2-hydroxy-propyl]amino]-2-hydroxypropyl]carbamate dihydrochloride